BrC1=C(C=C2C(=NC(=NC2=C1F)Cl)OC1CN(C1)C(=O)OC(C)(C)C)C(F)(F)F tert-butyl 3-[7-bromo-2-chloro-8-fluoro-6-(trifluoromethyl)quinazolin-4-yl]oxyazetidine-1-carboxylate